tert-butyl 4-(4-nitrophenoxy)piperidine-1-carboxylate [N+](=O)([O-])C1=CC=C(OC2CCN(CC2)C(=O)OC(C)(C)C)C=C1